CC=1C=C(C=CC1OC=1C=NC(=NC1)N1CCOCC1)C1C2(CC1C2)C(=O)N (3-methyl-4-((2-morpholinopyrimidin-5-yl)oxy)phenyl)bicyclo[1.1.1]pentane-1-carboxamide